CON(C(=O)C1CC(C1)N1CCN(CC1)C(=O)OCC1=CC=CC=C1)C benzyl 4-(3-(methoxy(methyl)carbamoyl)cyclobutyl)piperazine-1-carboxylate